C1=CC(=CC=C1O)C=O p-cresolOne